(3S,7S,8aS)-3-(4-chlorobenzyl)-2-(1-(pyrimidin-2-yl)piperidin-4-yl)octahydropyrrolo[1,2-a]pyrazin-7-ol 2,2,2-trifluoroacetate FC(C(=O)O)(F)F.ClC1=CC=C(C[C@@H]2N(C[C@H]3N(C2)C[C@H](C3)O)C3CCN(CC3)C3=NC=CC=N3)C=C1